Benzylnaphthylether C(C1=CC=CC=C1)OC1=CC=CC2=CC=CC=C12